F[P-](F)(F)(F)(F)F.N1N=NC2=C1C=CC=C2O[P+](N2CCCC2)(N2CCCC2)N2CCCC2 benzotriazol-yloxy-tris(tetrahydropyrrolyl)phosphonium hexafluorophosphate